C(C1=CC=CC=C1)OCC1(COC1)C 3-benzyloxymethyl-3-methyl-oxetane